1-(2-isopropylphenyl)-3-oxocyclobutane-1-carboxylic acid C(C)(C)C1=C(C=CC=C1)C1(CC(C1)=O)C(=O)O